tert-butyl 2-(1-benzyl-3-hydroxy-pyrrolidin-3-yl)azetidine-1-carboxylate C(C1=CC=CC=C1)N1CC(CC1)(O)C1N(CC1)C(=O)OC(C)(C)C